CC1=C(C(=O)NNC(=O)NC2=CC=CC=C2)C=CC(=N1)C=1C=NC2=CC=CC=C2C1 2-[2-methyl-6-(quinolin-3-yl)nicotinoyl]-N-phenylhydrazine-1-carboxamide